ClC[C@H]1NCCC[C@H]1CN (2S,3S)-2-chloromethyl-3-aminomethyl-piperidine